3-(5-((4-(4-(1-(4-hydroxyphenyl)-2-phenylbut-1-en-1-yl)phenyl)piperazin-1-yl)methyl)-1-oxoisoindolin-2-yl)piperidine-2,6-dione OC1=CC=C(C=C1)C(=C(CC)C1=CC=CC=C1)C1=CC=C(C=C1)N1CCN(CC1)CC=1C=C2CN(C(C2=CC1)=O)C1C(NC(CC1)=O)=O